N1=C(C=NC2=CC=CC=C12)N1C[C@@H]2[C@H](C1)CN(C2)C=O ((3aR,6aS)-5-(quinoxalin-2-yl)hexahydropyrrolo[3,4-c]pyrrol-2(1H)-yl)methanone